[5-[3-[3-amino-6-(2-hydroxyphenyl)pyridazin-4-yl]-3,8-diazabicyclo[3.2.1]octan-8-yl]-2-(trifluoromethyl)phenyl]-piperazin-1-yl-methanone NC=1N=NC(=CC1N1CC2CCC(C1)N2C=2C=CC(=C(C2)C(=O)N2CCNCC2)C(F)(F)F)C2=C(C=CC=C2)O